NC=1C(=NC(=CC1C1=C2C=NNC2=CC=C1C)C1=NC(=NC=C1)S(=O)(=O)C)C(=O)N 3-amino-4-(5-methyl-1H-indazol-4-yl)-6-(2-(methylsulfonyl)pyrimidin-4-yl)picolinamide